C(C)(C)N1N=C(C2=CC=C(C=C12)C1CCN(CC1)CC1CCNCC1)C1C(NC(CC1)=O)=O 3-[1-isopropyl-6-[1-(4-piperidylmethyl)-4-piperidyl]indazol-3-yl]piperidine-2,6-dione